C(#C)C=1C=CC(=C(C1)O)C1=C(N=C(N=N1)N[C@H]1CN(CCC1)C([2H])([2H])[2H])C (R)-5-ethynyl-2-(5-methyl-3-((1-(methyl-d3)piperidin-3-yl)amino)-1,2,4-triazin-6-yl)phenol